(3'R)-5',5'-difluoro-3-methyl-2-oxo[1,3'-bipiperidine]-1'-carboxylic acid tert-butyl ester C(C)(C)(C)OC(=O)N1C[C@@H](CC(C1)(F)F)N1C(C(CCC1)C)=O